C1(CCCCC1)C1=NC(=CC2=CC=CC=C12)C 1-Cyclohexyl-3-methylisoquinoline